C(C)OC=1C=C(C=CC1)C1=C(C=C(C=C1)CN1CCNCC1)F 4-[[4-(3-ethoxyphenyl)-3-fluorophenyl]methyl]piperazin